C(CC=C)N(S(=O)(=O)C[C@H]1C[C@H](C1)NC([O-])=O)C ((cis)-3-((N-(but-3-en-1-yl)-N-methylsulfamoyl) methyl) cyclobutyl)-carbamate